BrC1=NC(=CC(=C1)F)C1=CC=C(C=C1)S(=O)(=O)C 2-bromo-4-fluoro-6-(4-methanesulfonylphenyl)pyridine